methylene-1,7-diazacyclodecane C=C1NCCCNCCCC1